(5-(2-chloro-6,8-difluoro-5-methoxyquinazolin-4-yl)-5,6,7,8-tetrahydro-4H-pyrazolo[1,5-a][1,4]diazepin-2-yl)methanol ClC1=NC2=C(C=C(C(=C2C(=N1)N1CC=2N(CCC1)N=C(C2)CO)OC)F)F